FC=1C=C(C#N)C=C(C1)N1C=C(C=2C(C(CCC12)F)O)S(=O)(=O)C 3-fluoro-5-(5-fluoro-4-hydroxy-3-(methylsulfonyl)-4,5,6,7-tetrahydro-1H-indol-1-yl)benzonitrile